[(phenyl)(dibenzothiophenyl)triazinyl]dibenzofuran C1(=CC=CC=C1)C1=C(C(=NN=N1)C1=CC=CC=2OC3=C(C21)C=CC=C3)C3=CC=CC=2SC1=C(C23)C=CC=C1